C(C)OC(=O)C1=NOC(=N1)C1=C(C(=C(C(=C1)F)F)O)F 5-(2,4,5-trifluoro-3-hydroxyphenyl)-1,2,4-oxadiazole-3-carboxylic acid ethyl ester